2-(4-((4-((2-ethyl-4-phenylthiazol-5-yl)oxy)pyridin-2-yl)amino)pyridin-2-yl)propan-2-ol C(C)C=1SC(=C(N1)C1=CC=CC=C1)OC1=CC(=NC=C1)NC1=CC(=NC=C1)C(C)(C)O